propenyl-methyl-dipropoxysilane C(=CC)[Si](OCCC)(OCCC)C